S-(benzylthio)isothiourea C(C1=CC=CC=C1)SSC(N)=N